Tert-butyl 4-(3,4-difluorophenyl)-4-hydroxypiperidine-1-carboxylate FC=1C=C(C=CC1F)C1(CCN(CC1)C(=O)OC(C)(C)C)O